1,7-bis(4-hydroxybenzylthio)3,5-dioxaheptane OC1=CC=C(CSCCOCOCCSCC2=CC=C(C=C2)O)C=C1